Methylcitrate CC(C(=O)[O-])C(O)(C(=O)[O-])CC(=O)[O-]